4-(bromomethyl)-7-fluoro-1,3-benzothiazole BrCC1=CC=C(C2=C1N=CS2)F